N1=CN=CC(=C1)C=1C=CC=C2CCC(CC12)C1(C=CC=C(N1)C(=O)N)C(=O)N 6-(8-(pyrimidin-5-yl)-1,2,3,4-tetrahydronaphthalen-2-yl)pyridine-2,6-dicarboxamide